N1(CCC2=CC=CC=C12)C(=O)OCC1=CC=CC=C1 benzyl indoline-1-carboxylate